[N+]([O-])(=NC1=CC=CC=C1)C1=CC=CC=C1 azoxybenzene